C1N(CC12CCC2)C2=NC=CC(=C2)C#N 2-{2-azaspiro[3.3]heptan-2-yl}pyridine-4-carbonitrile